OCC1=CC2=C(N=C(O2)C2C(NC(CC2)=O)=O)C=C1 3-(6-(hydroxymethyl)benzo[d]oxazol-2-yl)piperidine-2,6-dione